Cl.NC\C=C(\CN1C=NC2=C1C=C(C=C2C2=C(C=CC(=C2)S(=O)(=O)C(F)(F)F)C)C(=O)OC)/F Methyl (Z)-1-(4-amino-2-fluorobut-2-en-1-yl)-4-(2-methyl-5-((trifluoromethyl)sulfonyl)phenyl)-1H-benzo[d]imidazol-6-carboxylate Hydrochloride